[4-(6-benzyloxy-2-bromo-3,4-dihydronaphthalen-1-yl) phenyl] acetate C(C)(=O)OC1=CC=C(C=C1)C1=C(CCC2=CC(=CC=C12)OCC1=CC=CC=C1)Br